C(C1=CC=CC=C1)OC=1C(=C2C=C(C=NC2=CC1)Br)B(O)O (6-(benzyloxy)-3-bromoquinolin-5-yl)boronic acid